3-((2,3-dihydro-1H-inden-5-yl)amino)-4-((pyridin-2-ylmethyl)amino)cyclobut-3-ene-1,2-dione C1CCC2=CC(=CC=C12)NC=1C(C(C1NCC1=NC=CC=C1)=O)=O